C(C)OC(=O)C1=CN(C(=CC1=O)C=1SC(=CC1)Br)C1=CC2=C(N=CS2)C=C1 1-(benzo[d]thiazol-6-yl)-6-(5-bromothiophen-2-yl)-4-oxo-1,4-dihydropyridine-3-carboxylic acid ethyl ester